CCCCCCCCCCCCCCCCC(=O)O[C@H](COC(=O)CCCCCCC/C=C\C/C=C\CCCCC)COP(=O)(O)OC[C@@H](C(=O)O)N 1-(9Z,12Z-octadecadienoyl)-2-heptadecanoyl-glycero-3-phosphoserine